FC1=C(C(=CC=C1)F)N1N=C(C=C1)NC(=O)C1=NC=CC=C1C(F)(F)F N-[1-(2,6-difluorophenyl)-1H-pyrazol-3-yl]-3-(trifluoromethyl)pyridine-2-carboxamide